3-cyano-6-(3-cyclopropylphenoxy)-N-[2-(2,4-dichlorophenyl)-2-fluoro-ethyl]-2-methyl-pyrazolo[1,5-a]pyrimidine-7-carboxamide C(#N)C=1C(=NN2C1N=CC(=C2C(=O)NCC(F)C2=C(C=C(C=C2)Cl)Cl)OC2=CC(=CC=C2)C2CC2)C